C(C)(C)(C)OC(=O)N1C[C@H](CC1)N(CCCCC1=CC=C2CCCN(C2=N1)C(=O)OC(C)(C)C)C tert-butyl 7-[4-[[(3S)-1-tert-butoxycarbonylpyrrolidin-3-yl]-methyl-amino]butyl]-3,4-dihydro-2H-1,8-naphthyridine-1-carboxylate